C(C)(C)(C)OC(NCC1=C(C=CC=C1OC(F)(F)F)Br)=O 2-bromo-6-(trifluoromethoxy)benzyl-carbamic acid tert-butyl ester